(R)-4-(5-chloro-2-((1-methyl-1H-pyrazol-4-yl)amino)pyrimidin-4-yl)-N-(1-cyanoethyl)benzamide ClC=1C(=NC(=NC1)NC=1C=NN(C1)C)C1=CC=C(C(=O)N[C@H](C)C#N)C=C1